C(OC=1C2=C(N=C(N1)NC1CCC(CC1)(O)C)NC=C2C2=CC=1N(C=C2)N=CC1)([2H])([2H])[2H] (1r,4r)-4-((4-(methoxy-d3)-5-(pyrazolo[1,5-a]pyridin-5-yl)-7H-pyrrolo[2,3-d]pyrimidin-2-yl)amino)-1-methylcyclohexan-1-ol